[1,2]Oxaborolin-2-ol O1B(C=CC1)O